FC1=CC=C(C=C1)N1N=CC2=CC(=CC=C12)N1C2(CC2)CN(CC1)S(=O)(=O)C=1C=NN(C1)CCC 1-(4-fluorophenyl)-5-(7-((1-propyl-1H-pyrazol-4-yl)sulfonyl)-4,7-diazaspiro[2.5]oct-4-yl)-1H-indazole